C1C(CC2=CC=CC=C12)OC(CO)C 2-indan-2-yloxy-propan-1-ol